Sulfo-hydroxy-methacrylate S(=O)(=O)(O)C(=C(C(=O)[O-])C)O